4-{3-[(2S)-1-acetoacetyl-2-pyrrolidinyl]-8-aminoimidazo[1,5-a]pyrazin-1-yl}-N-(2-pyridyl)benzamide C(CC(=O)C)(=O)N1[C@@H](CCC1)C1=NC(=C2N1C=CN=C2N)C2=CC=C(C(=O)NC1=NC=CC=C1)C=C2